6-methyl-2-(2-methylfuran-3-yl)-N-(3-(4'-(trifluoromethoxy)-[1,1'-biphenyl]-4-yl)propyl)thieno[2,3-d]pyrimidin-4-amine CC1=CC2=C(N=C(N=C2NCCCC2=CC=C(C=C2)C2=CC=C(C=C2)OC(F)(F)F)C2=C(OC=C2)C)S1